3-[4-[(5-Cyclopropyl-1H-pyrazol-3-yl)amino]pyrimidin-2-yl]-N-methyl-3-azabicyclo[3.1.1]heptane-1-carboxamide C1(CC1)C1=CC(=NN1)NC1=NC(=NC=C1)N1CC2(CC(C1)C2)C(=O)NC